COC1=CC=C(CN(C2=NC=CC=C2C(=C)NSC(C)(C)C)CC2=CC=C(C=C2)OC)C=C1 (R)-N-(1-(2-(bis(4-methoxybenzyl)amino)pyridin-3-yl)vinyl)-2-methylpropane-2-sulfenamide